C(#N)[C@H](CC1=CC=C(C=C1)C=1C=CC2=C(N(C(O2)=O)C)C1)NC(=O)[C@H]1OCC[C@@H](CNC1)O |o1:28| (2S,6S*)-N-[(1S)-1-cyano-2-[4-(3-methyl-2-oxo-2,3-dihydro-1,3-benzoxazol-5-yl)phenyl]ethyl]-6-hydroxy-1,4-oxazocane-2-carboxamide